Ethyl 2-(5-bromo-6-fluoro-2-oxo-1H-quinolin-3-yl)-2,2-difluoroacetate BrC1=C2C=C(C(NC2=CC=C1F)=O)C(C(=O)OCC)(F)F